ClCC=1C=NN(C1)CC#N 2-(4-(chloromethyl)-1H-pyrazol-1-yl)acetonitrile